NC1=NC=2C=C(C(=CC2C2=C1COC2)C(=O)N([C@H](C)C2=NC=CC=N2)CC2=NC=C(C=C2)C#N)F 4-amino-N-((5-cyano-2-pyridinyl)methyl)-7-fluoro-N-((1R)-1-(2-pyrimidinyl)ethyl)-1,3-dihydrofuro[3,4-c]quinoline-8-carboxamide